(2-(1-(1-methylpiperidin-4-yl)-1H-pyrazol-4-yl)quinolin-4-yl)propane-1,3-diamine CN1CCC(CC1)N1N=CC(=C1)C1=NC2=CC=CC=C2C(=C1)C(CCN)N